((3-((1-(benzyloxycarbonyl)piperidin-4-yl)oxy)-3-oxopropyl)amino)-7-trifluoromethoxy-benzo[e][1,2,4]triazine-1,4-dioxide C(C1=CC=CC=C1)OC(=O)N1CCC(CC1)OC(CCNC=1N=[N+](C2=C([N+]1[O-])C=CC(=C2)OC(F)(F)F)[O-])=O